C(C1=CC=CC=C1)N1N=CC(=C1)C=1C=C(C=CC1)C1=CC=2N(C=C1)N=C(N2)N 7-(3-(1-benzyl-1H-pyrazol-4-yl)phenyl)-[1,2,4]triazolo[1,5-a]pyridin-2-amine